(E)-1-(2,8-dimethyl-1,2,3,4,4a,9b-hexahydro-5H-pyrido[4,3-b]indol-5-yl)-3-(4-(morpholinosulfonyl)phenyl)prop-2-en-1-one CN1CC2C(N(C=3C=CC(=CC23)C)C(\C=C\C2=CC=C(C=C2)S(=O)(=O)N2CCOCC2)=O)CC1